2,4-diaminophenoxyethanol hydrochloride C1=CC(=C(C=C1N)N)OCCO.Cl.Cl